3-amino-4-hydroxy-5-methoxybenzenecarboxylic acid methyl ester COC(=O)C1=CC(=C(C(=C1)OC)O)N